3-{1,4-dioxaspiro[4.4]non-7-yl}-3-oxopropionitrile O1CCOC12CC(CC2)C(CC#N)=O